ClC1=C(C=CC(=C1OC=1C(=C2C(N(C=NC2=CC1)C)=O)F)F)NS(=O)(=O)N1C[C@@H](CC1)OC(F)F (R)-N-(2-chloro-4-fluoro-3-((5-fluoro-3-methyl-4-oxo-3,4-dihydroquinazolin-6-yl)oxy)phenyl)-3-(difluoromethoxy)pyrrolidine-1-sulfonamide